2-(5-bromo-2,3-dihydroxybenzylideneamino)-3-(4-hydroxyphenyl)propanoic acid BrC=1C=C(C(=C(C=NC(C(=O)O)CC2=CC=C(C=C2)O)C1)O)O